3-(6-(4-methylpiperazin-1-yl)pyridin-3-yl)-5-thioxo-4,5-dihydro-1,2,4-triazol-1-ide CN1CCN(CC1)C1=CC=C(C=N1)C1=N[N-]C(N1)=S